(S)-5-((S)-2-hydroxy-2-phenylpropionyl)-N-((S)-3-oxo-1-((S)-2-oxopyrrolidin-3-yl)-4-(trifluoromethoxy)butan-2-yl)-5-azaspiro[2.4]heptane-6-carboxamide O[C@@](C(=O)N1CC2(CC2)C[C@H]1C(=O)N[C@@H](C[C@H]1C(NCC1)=O)C(COC(F)(F)F)=O)(C)C1=CC=CC=C1